7-cyano-2-ethoxy-N-[(4-fluorophenyl)-methyl]-4-methyl-quinoline-3-carboxylic acid amide C(#N)C1=CC=C2C(=C(C(=NC2=C1)OCC)C(=O)NCC1=CC=C(C=C1)F)C